6-{5-chloro-2-[(oxacyclohex-4-yl)amino]pyrimidin-4-yl}-2-[2-oxo-2-(piperidin-1-yl)ethyl]-2,3-dihydro-1H-isoindol-1-one ClC=1C(=NC(=NC1)NC1CCOCC1)C1=CC=C2CN(C(C2=C1)=O)CC(N1CCCCC1)=O